OC(COC1=CC=CC=C1)C phenyl 2-hydroxypropyl ether